mercapto-titanium S[Ti]